NC=1CC(=CC2=C(N1)C=C(C=C2)S(NC)(=O)=O)C(=O)N(CCC)OCCNC(OC(C)(C)C)=O tert-butyl (2-((2-amino-8-(N-methylsulfamoyl)-N-propyl-3H-benzo[b]azepine-4-carboxamido)oxy)ethyl)carbamate